CC(=C[Ru]C=C(C=C(C)C)C)C=C(C)C bis(2,4-dimethyl-pentadienyl)ruthenium